5-(azetidin-3-yl(methyl)amino)-N-(2-hydroxy-1-(naphthalen-1-yl)ethyl)-2-methylbenzamide N1CC(C1)N(C=1C=CC(=C(C(=O)NC(CO)C2=CC=CC3=CC=CC=C23)C1)C)C